7-bromo-2,4-dihydro-2,6-naphthyridine-1,3-dione BrC1=NC=C2CC(NC(C2=C1)=O)=O